ClC=1C(=C2C=NNC2=CC1F)CC1=CNC2=C1N=C(N=C2N2C[C@@H](N(CC2)C(=O)OCC2=CC=CC=C2)CC#N)OC[C@H]2N(CCC2)C benzyl (S)-4-(7-((5-chloro-6-fluoro-1H-indazol-4-yl)methyl)-2-(((S)-1-methylpyrrolidin-2-yl)methoxy)-5H-pyrrolo[3,2-d]pyrimidin-4-yl)-2-(cyanomethyl)piperazine-1-carboxylate